FC1(CC(C1)CN1N=C(C(=C1C)C)NC(C1=C(C=C(C=C1)NS(=O)(=O)CCO)N1CCC2(CC2)CC1)=O)F N-(1-((3,3-difluorocyclobutyl)methyl)-4,5-dimethyl-1H-pyrazol-3-yl)-4-((2-hydroxyethyl)sulphonamido)-2-(6-azaspiro[2.5]oct-6-yl)benzamide